C1=C(C=CC2=CC=CC=C12)CC 1-(2-naphthyl)ethane